(3-(4-(pyrimidin-2-yloxy)phenyl)-1,2,4-oxadiazol-5-yl)methacrylic acid N1=C(N=CC=C1)OC1=CC=C(C=C1)C1=NOC(=N1)C=C(C(=O)O)C